(E)-3-(5-bromothiophen-3-yl)acryloyl azide BrC1=CC(=CS1)/C=C/C(=O)N=[N+]=[N-]